tert-butyl (7-chloro-2,3,4,5-tetrahydro-1H-benzo[c]azepin-4-yl)carbamate ClC1=CC2=C(CNCC(C2)NC(OC(C)(C)C)=O)C=C1